4-hydroxy-2,6-dimethylnicotinic acid OC1=CC(=NC(=C1C(=O)O)C)C